P(=O)(OC(C)(C)C)(OC(C)(C)C)OCN1N=C(C(=C1C)C1=CC=C(C=C1)[N+](=O)[O-])C Ditert-butyl [3,5-dimethyl-4-(4-nitrophenyl)pyrazol-1-yl]methyl phosphate